(2S,3R)-3-[(2-aminopyridin-4-yl)methyl]-2-cyano-4-oxo-N-[(1R)-1-phenylethyl]azetidine-1-carboxamide trifluoroacetate FC(C(=O)O)(F)F.NC1=NC=CC(=C1)C[C@@H]1[C@H](N(C1=O)C(=O)N[C@H](C)C1=CC=CC=C1)C#N